2-chloro-N-(2-((2,2-difluoropropoxy)methyl)-5-methylphenyl)acetamide ClCC(=O)NC1=C(C=CC(=C1)C)COCC(C)(F)F